[OH-].[Fe+2].[Cu+2].[OH-].[OH-].[OH-] copper-iron hydroxide